6-((1-Acryloyl-3-(3-chloro-2-methylphenyl)azetidin-3-yl)amino)-2-(2-methoxyethyl)-3,3-dimethylisoindolin-1-one C(C=C)(=O)N1CC(C1)(C1=C(C(=CC=C1)Cl)C)NC1=CC=C2C(N(C(C2=C1)=O)CCOC)(C)C